NC1=CC=C(C=C1)N1CCN(CC1)C1CCC2(CCN(CC2)C2=CC=CC(=N2)C(=O)NC2C(NC(CC2)=O)=O)CC1 6-[9-[4-(4-aminophenyl)piperazin-1-yl]-3-azaspiro[5.5]undecan-3-yl]-N-(2,6-dioxo-3-piperidyl)pyridine-2-carboxamide